SC=1C=C(C(=O)O)C=C(C1)S 3,5-dimercaptobenzoic acid